N-ethylsulfonyl-4-isopropoxy-benzamide C(C)S(=O)(=O)NC(C1=CC=C(C=C1)OC(C)C)=O